C(CCCCCCCCCCC)(=O)[O-].C(C=C)(=O)[NH2+]CCC N-acryloyl-N-propyl-ammonium laurate